Tert-butyl 6-(7-((2-(trimethylsilyl) ethoxy) methyl)-7H-pyrrolo[2,3-d]pyrimidin-4-yl)-1,6-diazaspiro[3.4]octane-1-carboxylate C[Si](CCOCN1C=CC2=C1N=CN=C2N2CC1(CCN1C(=O)OC(C)(C)C)CC2)(C)C